FC(CN(C=1C=C(C=C(C1)F)C#CC(C)(O)C)C1=NC=2N(C3=C1C(=CN=C3)F)C=NN2)F 4-(3-((2,2-difluoroethyl)(6-fluoropyrido[4,3-e][1,2,4]triazolo[4,3-a]pyrimidin-5-yl)amino)-5-fluorophenyl)-2-methylbut-3-yn-2-ol